glutamic acid triethylamine salt C(C)N(CC)CC.N[C@@H](CCC(=O)O)C(=O)O